CC=1C=C(C=CC1)C1=NC2=CC=CC=C2C=N1 (m-methylphenyl)quinazoline